trifluoroethoxytellurium FC(CO[Te])(F)F